CC1=CN=C(S1)C1=CC(=CC2=C1OCCN2)C(=O)O.[Ge] Germanium 8-(5-Methylthiazol-2-yl)-3,4-dihydro-2H-benzo[b][1,4]oxazine-6-carboxylic acid